N1=CC(=CC=C1)C(=O)NC1=CC2=NC3=C(C=CC=C3C2=CC=C1)CN(CC)CC 7-(3-pyridinoyl)amino-4-(diethyl)aminomethylcyclohepta[7,6-b]indole